tert-butyl 4-(((7-((tert-butoxycarbonyl)(4-(pyridin-2-yl)benzyl)amino)-3-cyclopropylpyrazolo[1,5-a]pyrimidin-5-yl)amino)methyl)piperidine-1-carboxylate C(C)(C)(C)OC(=O)N(C1=CC(=NC=2N1N=CC2C2CC2)NCC2CCN(CC2)C(=O)OC(C)(C)C)CC2=CC=C(C=C2)C2=NC=CC=C2